C(C(C)C)C1=NN=C(O1)CN1C(=NC2=NC=C(C=C21)C=2C=CN1N=CN=C(C12)OC)C 1-((5-isobutyl-1,3,4-oxadiazol-2-yl)methyl)-6-(4-methoxypyrrolo[2,1-f][1,2,4]triazin-5-yl)-2-methyl-1H-imidazo[4,5-b]pyridine